C(C)[C@@H]1N(C[C@H](N(C1)C(CC)C1=CC=C2C(=N1)SC(=N2)C)C)C=2C=1N(N(C(C2)=O)C)C=C(N1)CC#N 2-(8-((2S,5R)-2-ethyl-5-methyl-4-(1-(2-methylthiazolo[5,4-b]pyridin-5-yl)propyl)piperazin-1-yl)-5-methyl-6-oxo-5,6-dihydroimidazo[1,2-b]pyridazin-2-yl)acetonitrile